4,4'-di[2-(4-(N,N-diphenyl-amino)phenyl)vinyl]Biphenyl C1(=CC=CC=C1)N(C1=CC=CC=C1)C1=CC=C(C=C1)C=CC1=CC=C(C=C1)C1=CC=C(C=C1)C=CC1=CC=C(C=C1)N(C1=CC=CC=C1)C1=CC=CC=C1